ClC1=CC=C(C[N+]2=C3N(C(C(=C2)C2SCCCS2)=O)C=CC=C3)C=C1 1-(4-chlorobenzyl)-3-(1,3-dithiacyclohexan-2-yl)-4-oxo-4H-pyrido[1,2-a]pyrimidinium